O=C1NC=C2C(=N1)C=CC=N2 2-oxo-2,3-dihydropyrido[3,2-d]pyrimidin